2-(2-((amino(oxo)(phenyl)-λ6-sulfaneylidene)amino)-2-oxoethyl)-3-methyl-5-(trifluoromethyl)phenyl acetate C(C)(=O)OC1=C(C(=CC(=C1)C(F)(F)F)C)CC(=O)N=S(C1=CC=CC=C1)(=O)N